NCCCC(CO)(C)C 5-amino-2,2-dimethyl-pentan-1-ol